COC=1C=CC=C2[C@@H](CCNC12)N1C(N(C2=NC(=NC=C2C1)NC1=CC=C(C=C1)N1CCN(CC1)C)C)=O |o1:7| 3-[rel-(4R)-8-methoxy-1,2,3,4-tetrahydroquinolin-4-yl]-1-methyl-7-[4-(4-methylpiperazin-1-yl)anilino]-4H-pyrimido[4,5-d]pyrimidin-2-one